FC1=CC=C(C=C1)CC(CC(=O)O)N1N=CC2=CC(=CC=C12)OCCC1=NC=2NCCCC2C=C1 4-(4-fluorophenyl)-3-(5-(2-(5,6,7,8-tetrahydro-1,8-naphthyridin-2-yl)ethoxy)-1H-indazol-1-yl)butanoic acid